1-[4-(Methyl)phenyl]-3a-hydroxy-1H,2H,3H,3aH,4H-pyrrolo[2,3-b]1,7-naphthyridine-4-one CC1=CC=C(C=C1)N1CCC2(C1=NC1=CN=CC=C1C2=O)O